(3S,4R)-4-phenyl-N-[4'-fluorobiphenyl-4-yl]Pyrrolidine-3-carboxamide C1(=CC=CC=C1)[C@H]1[C@@H](CNC1)C(=O)NC1=CC=C(C=C1)C1=CC=C(C=C1)F